3-azabicyclo[3.1.0]hexane TFA salt OC(=O)C(F)(F)F.C12CNCC2C1